2-(2,6-dimethylpiperidino)-2,4,6,8-tetramethylcyclotetrasiloxane CC1N(C(CCC1)C)[Si]1(O[SiH](O[SiH](O[SiH](O1)C)C)C)C